NCC1(CC(CCC1)CN)C1=CC(=CC=C1C(=O)N)C(=O)N 1,3-Bis(aminomethyl)-cyclohexanterephthalamid